2-[[(1R,3S)-3-[(7R)-7-methoxy-5,6,7,8-tetrahydro-[1,2,4]triazolo[4,3-a]pyridin-3-yl]cyclohexyl]amino]-4-(oxetan-3-yloxy)pyrimidine-5-carbonitrile CO[C@H]1CC=2N(CC1)C(=NN2)[C@@H]2C[C@@H](CCC2)NC2=NC=C(C(=N2)OC2COC2)C#N